N1-(6-((3R,5S)-3,5-dimethyl-4-(2,2,2-trifluoroethyl)piperazin-1-yl)-2-methylpyridin-3-yl)cyclopentane-1,3-diamine C[C@@H]1CN(C[C@@H](N1CC(F)(F)F)C)C1=CC=C(C(=N1)C)NC1CC(CC1)N